NC=1N=C(SC1C(=O)C=1C=NC(=CC1)N1CCCCC1)N(C1=CC=C(C=C1)F)C(C(=O)N)C (N-[4-Amino-5-[6-(1-piperidyl)pyridin-3-carbonyl]thiazol-2-yl]-4-fluoroanilino)propanamid